P(OOCCCCCCCC)(OOCCCCCCCC)[O-] di(n-octyloxy) phosphite